ClC=1C=C2C(=NC=NC2=CC1C1=C(C=CC=C1)F)N1CC(C1)NC1=C(C(=C(C(=C1S(=O)C)F)F)F)F 1-(6-chloro-7-(2-fluorophenyl)quinazolin-4-yl)-N-(2,3,4,5-tetrafluoro-6-(methylsulfinyl)phenyl)azetidin-3-amine